ClC=1C=C(C=C(C1OC1=NN(C(C=C1)=O)C1=CC=C(C=C1)F)Cl)N1N=C(C(NC1=O)=O)C#N 2-[3,5-dichloro-4-[1-(4-fluorophenyl)-6-oxo-1,6-dihydropyridazin-3-yl]oxy-phenyl]-3,5-dioxo-1,2,4-triazine-6-carbonitrile